C1=CCN2C(CCC=C12)C(=O)N 6,7-dihydro-5H-indolizine-5-carboxamide